1,1,2,2,2-pentafluoroethyl 1,1,2,2-tetrafluoroethyl ether FC(C(F)F)(F)OC(C(F)(F)F)(F)F